rel-4-((2R,3S,4S,5R)-3-(7-ethoxy-2,2-difluorobenzo[d][1,3]dioxol-4-yl)-4,5-dimethyl-5-(trifluoromethyl)tetrahydrofuran-2-carboxamido)picolinamide C(C)OC1=CC=C(C2=C1OC(O2)(F)F)[C@H]2[C@@H](O[C@]([C@H]2C)(C(F)(F)F)C)C(=O)NC2=CC(=NC=C2)C(=O)N |o1:14,15,17,18|